N[C@H]1C2N(CC1CC2)C(=O)C=2C=C(C=1N(C2)N=C(C1C)C1=CC=2C(=NC(=CC2)C2=CC(=C(C=C2)O)F)N1CC1CC1)OC ((7R)-7-amino-2-azabicyclo[2.2.1]hept-2-yl)(2-(1-(cyclopropylmethyl)-6-(3-fluoro-4-hydroxyphenyl)-1H-pyrrolo[2,3-b]pyridin-2-yl)-4-methoxy-3-methylpyrazolo[1,5-a]pyridin-6-yl)methanone